ClC1=CC=C(C=C1)C=1N=C(SC1SC(C)C)N1N=C(C(=C1C(=O)O)C1=CC(=CC=C1)F)C 1-(4-(4-chlorophenyl)-5-(isopropylthio)thiazol-2-yl)-4-(3-fluorophenyl)-3-methyl-1H-pyrazole-5-carboxylic acid